C(C)C(CC(=O)OC)CC(CC(=O)OC)CC dimethyl 3,5-diethylpimelate